FC1=NC=CC2=C1C(C1CCC2N1)(F)F 1,9,9-trifluoro-6,7,8,9-tetrahydro-5H-5,8-epiminocyclohepta[c]pyridine